1-((3-((4-methoxy-1-piperidinyl)sulfonyl)phenyl)carbonyl)-N-(4-(trifluoromethyl)benzyl)-D-prolinamide COC1CCN(CC1)S(=O)(=O)C=1C=C(C=CC1)C(=O)N1[C@H](CCC1)C(=O)NCC1=CC=C(C=C1)C(F)(F)F